C1(CCC1)NC(=O)C1=CC(=NC=C1O)OC1=C(C=C(C=C1Cl)N1N=C(C(NC1=O)=O)C(F)F)Cl N-cyclobutyl-2-[2,6-dichloro-4-[6-(difluoromethyl)-3,5-dioxo-1,2,4-triazin-2-yl]phenoxy]-5-hydroxy-pyridine-4-carboxamide